C(\C=C\C(=O)O)(=O)O.N1(CCCC1)CCC1=C2C=CC(=CC2=CC=C1)O 5-(2-(pyrrolidin-1-yl)ethyl)naphthalen-2-ol fumarate